[Si](C)(C)(C(C)(C)C)O[C@H]1[C@H]([C@@H](O[C@]1(CO)CO[Si](C)(C)C(C)(C)C)C1=CSC2=C1N=CN=C2C2=C(C(=O)N)C=CC=C2)F (7-((2S,3S,4R,5R)-4-((tert-butyldimethylsilyl)oxy)-5-(((tert-butyldimethylsilyl)oxy)methyl)-3-fluoro-5-(hydroxymethyl)tetrahydrofuran-2-yl)thieno[3,2-d]pyrimidin-4-yl)benzamide